ClC1=CC=C(C=C1)[C@H]1CN(C[C@@H]1C)C(=O)C1=CC(=NN1)C1=CN=NC=C1 [(3S,4R)-3-(4-chlorophenyl)-4-methyl-pyrrolidin-1-yl]-(3-pyridazin-4-yl-1H-pyrazol-5-yl)methanone